N1C(CSCC1)C(=O)N thiomorpholine-3-carboxamide